Cl.N1CC[C@@H]2N(CCC[C@@H]21)C=O ((3aS,7aS)-octahydro-4H-pyrrolo[3,2-b]pyridin-4-yl)methanone hydrochloride